NC=1C=CC(=C2CN(C(C12)=O)CC(=C)C1=CC(=NC=C1)C)C=1C=C2C(=NNC2=CC1)C1=CC=CC=C1 7-amino-2-[2-(2-methylpyridin-4-yl)prop-2-en-1-yl]-4-(3-phenyl-1H-indazol-5-yl)-2,3-dihydro-1H-isoindol-1-one